NC1=C(NC(=C1)Cl)C(=O)OCC Ethyl 3-amino-5-chloro-1H-pyrrole-2-carboxylate